(3S)-3-aminopyrrolidin-2-one N[C@@H]1C(NCC1)=O